N-(3-(2-chloro-3-(3-morpholinopropoxy)phenyl)anilino)benzisothiazolacrylic acid-6-aminohexyl ester NCCCCCCOC(C=CC1N(SC2=C1C=CC=C2)NC2=CC(=CC=C2)C2=C(C(=CC=C2)OCCCN2CCOCC2)Cl)=O